N[C@@H](C(=O)N1CC2=NN(C=C2C1)S(=O)(=O)C1=CC=C(C=C1)OC(F)F)C1=CC=C(C=C1)F (2R)-2-amino-1-{2-[4-(difluoromethoxy)benzenesulfonyl]-2H,4H,5H,6H-pyrrolo[3,4-c]pyrazol-5-yl}-2-(4-fluorophenyl)ethan-1-one